O1CCC(CC1)N1C2=C(OCC1)C=C(C=C2)N 4-(tetrahydro-2H-pyran-4-yl)-3,4-dihydro-2H-benzo[b][1,4]oxazin-7-amine